N-((5-chloro-6-((3-methylisoxazol-5-yl)methoxy)-1H-indol-2-yl)methyl)-1-cyanocyclobutane-1-carboxamide ClC=1C=C2C=C(NC2=CC1OCC1=CC(=NO1)C)CNC(=O)C1(CCC1)C#N